CN(S(=O)(=O)C)C1=C(C(=O)NC2=CC=C(C=C2)S(=O)(=O)N2CCN(CC2)C(=O)OC(C)(C)C)C=CC=C1 tert-butyl 4-((4-(2-(N-methylmethylsulfonamido)benzamido)phenyl)sulfonyl)piperazine-1-carboxylate